6-bromo-3-(bromomethyl)picolinate BrC1=CC=C(C(=N1)C(=O)[O-])CBr